FC1=C(C=CC(=C1)N1N=C(C=C1)CO)NC1=NC=C2C=CC(=NC2=C1)[C@H](O)C1CCN(CC1)C |r| (R)- and (S)-[7-([2-fluoro-4-[3-(hydroxymethyl)pyrazol-1-yl]phenyl]amino)-1,6-naphthyridin-2-yl](1-methylpiperidin-4-yl)methanol